(1R,4R)-2-(4-methoxyphenyl)-5-phenyl-bicyclo[2.2.1]hepta-2,5-diene COC1=CC=C(C=C1)C=1[C@H]2C=C([C@@H](C1)C2)C2=CC=CC=C2